4-(4-amino-3-fluorophenoxy)N-methylpyridine-2-carboxamide NC1=C(C=C(OC2=CC(=NC=C2)C(=O)NC)C=C1)F